(S)-9-amino-4-ethyl-8-fluoro-4-hydroxy-11-(methoxymethyl)-1,12-dihydro-14H-pyrano[3',4':6,7]indolizino[1,2-b]quinoline-3,14(4H)-dione NC1=CC=2C(=C3C(=NC2C=C1F)C1=CC2=C(C(N1C3)=O)COC([C@]2(O)CC)=O)COC